CS(=O)(=O)OC1C(C1)C=1C=C2C(=C(N(C2=CC1)CC)C=1C(=NC=CC1)[C@@H](C)OC)CC(CO[Si](C1=CC=CC=C1)(C1=CC=CC=C1)C(C)(C)C)(C)C |r| 2-(3-(3-((tert-butyldiphenylsilyl)oxy)-2,2-dimethylpropyl)-1-ethyl-2-(2-((RS)-1-methoxyethyl)pyridin-3-yl)-1H-indol-5-yl)cyclopropyl methanesulfonate